C(N)(=O)C=1C=CC2=C(N=C(C3=CC=NC=C23)NCCN(C(OC(C)(C)C)=O)CCCCNCC=2SC(=CN2)C2=CC=CC=C2)C1 tert-Butyl (2-((8-carbamoylbenzo[c][2,6]naphthyridin-5-yl)amino)ethyl)(4-(((5-phenylthiazol-2-yl)methyl)amino)butyl)carbamate